OCC1=CC=C(C=C1)CC(=O)O 4-hydroxymethylbenzeneacetic acid